9,9-bishydroxynaphthyl-fluorene bis(isotridecyl)peroxydicarbonate C(CCCCCCCCCC(C)C)OC(=O)OOC(=O)OCCCCCCCCCCC(C)C.OC1(C2=CC=CC=C2C=2C=CC=C(C12)C1=CC=CC2=CC=CC=C12)O